2,2'-azo-bis-(2-aminopropane) dihydrochloride Cl.Cl.N(=NC(C)(C)N)C(C)(C)N